NCCCN(CCCCCCCC(=O)OCCC(CCCCC)CCCCC)CCCCCCCC(=O)OCCC(CCCCC)CCCCC bis(3-pentyloctyl) 8,8'-((3-aminopropyl)azanediyl)dioctanoate